CS(=O)(=O)N1CCC(CC1)CN (1-methylsulfonyl-4-piperidyl)methanamine